3-Methyl-5-(4-fluoro-3-nitrophenyl)-1,2,4-thiadiazole CC1=NSC(=N1)C1=CC(=C(C=C1)F)[N+](=O)[O-]